FC1(CC2(C1)CC(N(CC2)CC2=C1C=CN(C1=C(C=C2OC)C)C(=O)OC(C)(C)C)C2=C(C=C(C=C2)C(=O)OC)N2CC(C2)OC)F tert-Butyl 4-((2,2-difluoro-6-(2-(3-methoxyazetidin-1-yl)-4-(methoxycarbonyl)phenyl)-7-azaspiro[3.5]nonan-7-yl)methyl)-5-methoxy-7-methyl-1H-indole-1-carboxylate